N1N=CC2=CC(=CC=C12)NC1=NC(=NC=C1)C1=CC=C2C=C(NC2=C1)C(=O)N1CCC2(CC1)CCN(CC2)C (6-(4-((1H-indazol-5-yl)amino)-pyrimidin-2-yl)-1H-indol-2-yl)(9-methyl-3,9-diazaspiro[5.5]undecan-3-yl)methanone